4-(tert-butyl) 1-((9Z,27Z)-hexatriaconta-9,27-dien-18-yl) ((E)-N,N'-bis(tert-butoxycarbonyl)carbamimidoyl)aspartate C(C)(C)(C)OC(=O)N/C(=N/C(=O)OC(C)(C)C)/N[C@@H](CC(=O)OC(C)(C)C)C(=O)OC(CCCCCCC\C=C/CCCCCCCC)CCCCCCCC\C=C/CCCCCCCC